rac-tert-butyl (3-bromo-6,7-dihydro-5H-pyrazolo[5,1-b][1,3]oxazin-6-yl)carbamate BrC=1C=NN2C1OC[C@@H](C2)NC(OC(C)(C)C)=O |r|